CC1(CCC1)NC(=O)C1CCN(CC1)C1CC2CCC(C1)N2C2=NC(=NO2)C N-(1-methylcyclobutyl)-1-[8-(3-methyl-1,2,4-oxadiazol-5-yl)-8-azabicyclo[3.2.1]oct-3-yl]piperidine-4-carboxamide